O(C=1C(C=C(N(C1)CC(CCCC)CC)C)=O)C=1C(C=C(N(C1)CC(CCCC)CC)C)=O 5,5'-oxybis(N-(2-ethylhexyl)-2-methyl-pyridin-4-one)